4-phenyl-1-({5-[4-(propane-2-sulfonyl)phenyl]-1H-pyrrolo[2,3-b]pyridin-3-yl}methyl)piperidine C1(=CC=CC=C1)C1CCN(CC1)CC1=CNC2=NC=C(C=C21)C2=CC=C(C=C2)S(=O)(=O)C(C)C